tert-butyl (2-(5-hydroxy-1H-indol-3-yl)ethyl)carbamate OC=1C=C2C(=CNC2=CC1)CCNC(OC(C)(C)C)=O